t-butyl peroxyglycolate C(CO)(=O)OOC(C)(C)C